ClC1=CC(=C(CN[C@H](C)C2CCC(CC2)C2=CC=NC3=CC=C(C=C23)F)C=C1)[N+](=O)[O-] (R)-N-(4-chloro-2-nitrobenzyl)-1-((1s,4S)-4-(6-fluoroquinolin-4-yl)cyclohexyl)ethan-1-amine